(S)-5-cyclopropyl-6-ethyl-3-((3-methoxy-5-(2-(2-(methylamino)propionamido)ethyl)phenyl)amino)pyrazine-2-carboxamide C1(CC1)C=1N=C(C(=NC1CC)C(=O)N)NC1=CC(=CC(=C1)CCNC([C@H](C)NC)=O)OC